2-((3-fluoro-4-(trifluoromethyl)benzyl)oxy)-5-(4-(trifluoromethyl)-1H-pyrrol-2-yl)pyridin-4-ol FC=1C=C(COC2=NC=C(C(=C2)O)C=2NC=C(C2)C(F)(F)F)C=CC1C(F)(F)F